4-chloro-N-(4-fluoro-3-methylphenyl)-5-(2-((2-hydroxy-2-methylpropyl)amino)-2-oxoacetyl)-1,2-dimethyl-1H-pyrrole-3-carboxamide ClC=1C(=C(N(C1C(C(=O)NCC(C)(C)O)=O)C)C)C(=O)NC1=CC(=C(C=C1)F)C